C(C1=CC=CC=C1)OC1CCC(CC1)CNC[C@H](O)C1=CC(=CC=C1)F (R)-2-((((1s,4S)-4-(Benzyloxy)cyclohexyl)methyl)amino)-1-(3-fluoro-phenyl)ethan-1-ol